C(C)(C)(C)C=1C=CC=2N(C3=CC=CC=C3C2C1)C1=C(C#N)C(=C(C(=C1N1C2=CC=CC=C2C=2C=C(C=CC12)C(C)(C)C)N1C2=CC=CC=C2C=2C=C(C=CC12)C(C)(C)C)C1=CC(=NC(=C1)C)C)N1C2=CC=CC=C2C=2C=C(C=CC12)C(C)(C)C 2,3,4,6-tetrakis(3-(tert-butyl)-9H-carbazol-9-yl)-5-(2,6-dimethylpyridin-4-yl)benzonitrile